2-chloro-4-(3-cyanocyclobutoxy)benzoic acid ClC1=C(C(=O)O)C=CC(=C1)OC1CC(C1)C#N